t-butanol tin (IV) [Sn+4].C(C)(C)(C)O